BrC=1C=C2C=NC(=NC2=CC1)N1C[C@H]2CC[C@@H](C1)O2 (1r,5s)-3-(6-bromoquinazolin-2-yl)-8-oxa-3-azabicyclo[3.2.1]octane